(R)-N'-(8-chloro-1,2,3,5,6,7-hexahydro-s-indacen-4-ylcarbamoyl)-4-(2-hydroxypropan-2-yl)thiophene-2-sulfonimidamide ClC=1C=2CCCC2C(=C2CCCC12)NC(=O)N=[S@](=O)(N)C=1SC=C(C1)C(C)(C)O